tetrahydro-1(2H)-pyrazinecarboxylic acid N1(CCNCC1)C(=O)O